FC(F)C1=NC=C(C=C1)F (difluoromethyl)-5-fluoropyridine